(2S,5R)-N-(2-Aminoethoxy)-7-oxo-6-(sulfooxy)-1,6-diazabicyclo[3.2.1]octane-2-carboxamide NCCONC(=O)[C@H]1N2C(N([C@H](CC1)C2)OS(=O)(=O)O)=O